FC1(C(C=2C(=CNC2CC1)C(F)(F)F)=O)F 5,5-difluoro-3-(trifluoromethyl)-1,5,6,7-tetrahydro-4H-indol-4-one